6-(6-isopropoxypyrazin-2-yl)isoquinolin-3-amine C(C)(C)OC1=CN=CC(=N1)C=1C=C2C=C(N=CC2=CC1)N